[1,5]diazocine-8-carboxamide trifluoroacetate FC(C(=O)O)(F)F.N1=CC=CN=CC=C1C(=O)N